C1(CC1)[C@@H](C1=CC=C(C=C1)[S@@](=O)(N)=NC(NC1=C2CCCC2=CC=2CCCC12)=O)N(C)C |&1:10| (R,S) and (S,S)-4-(cyclopropyl(dimethylamino)methyl)-N'-((1,2,3,5,6,7-hexahydro-s-indacen-4-yl)carbamoyl)benzenesulfonimidamide